S1C(=CC=C1)C1=NC=CC=C1 (thienyl)pyridine